2-[(2R)-3-(3,4-dihydro-1H-isoquinolin-2-yl)-2-hydroxy-propyl]-6-(3,5-dimethylpiperazin-1-yl)-3,4-dihydroisoquinolin-1-one C1N(CCC2=CC=CC=C12)C[C@H](CN1C(C2=CC=C(C=C2CC1)N1CC(NC(C1)C)C)=O)O